C(C)(C)(C)OC(=O)[C@@H]1C[C@@H](C1)C=O cis-3-formylcyclobutanecarboxylic acid tert-butyl ester